C(=C)N(C=O)CC1=CC=CC=C1 vinylbenzyl-formamide